FC1=C(C=CC=C1)CN1CCC(CC1)CCNC(=O)N1[C@@H](CN(CC1)C1=CC(=C(C(=C1)F)F)F)C (2R)-N-(2-{1-[(2-fluorophenyl)methyl]piperidin-4-yl}ethyl)-2-methyl-4-(3,4,5-trifluorophenyl)piperazine-1-carboxamide